C1(=CC=CC=C1)C=1C=C2C(=CC(=NC2=CC1)C)C1CCOCC1 6-phenyl-4-(tetrahydro-2H-pyran-4-yl)-2-methylquinoline